3-(7-methoxy-5-methylbenzothien-2-yl)-1-(azetidin-3-yl)-1H-pyrazolo[3,4-d]pyrimidin-4-amine hydrochloride Cl.COC1=CC(=CC=2C=C(SC21)C2=NN(C1=NC=NC(=C12)N)C1CNC1)C